(2S,4R)-4-hydroxy-N-(2-hydroxy-4-(4-methylthiazol-5-yl)benzyl)-1-(3-methyl-2-(3-morpholinoisoxazol-5-yl)butanoyl)pyrrolidine-2-carboxamide O[C@@H]1C[C@H](N(C1)C(C(C(C)C)C1=CC(=NO1)N1CCOCC1)=O)C(=O)NCC1=C(C=C(C=C1)C1=C(N=CS1)C)O